BrC1=C(C=CC(=C1Cl)Cl)F 2-bromo-3,4-dichloro-1-fluorobenzene